N[C@H]1CS(C2=C(N(C1=O)CC1=CC=C(C=C1)OC1CCCC1)C=C(C=C2)C=2OC(=NN2)C(C)(C)C)(=O)=O (3R)-3-amino-7-(5-tert-butyl-1,3,4-oxadiazol-2-yl)-5-[[4-(cyclopentoxy)phenyl]methyl]-1,1-dioxo-2,3-dihydro-1λ6,5-benzothiazepin-4-one